5-chloro-3-(imidazo[1,2-a]pyridin-6-yl)thieno[3,2-b]pyridine ClC1=CC=C2C(=N1)C(=CS2)C=2C=CC=1N(C2)C=CN1